1-(6-cyanopyridin-3-yl)-1H-pyrrolo[2,3-b]pyridine-5-carboxylic acid ethyl ester C(C)OC(=O)C=1C=C2C(=NC1)N(C=C2)C=2C=NC(=CC2)C#N